5-chloro-1-(1-cyclopropyl-1H-pyrazol-4-yl)-6-[8-(1,3-thiazol-5-yl)-3,8-diazabicyclo[3.2.1]octan-3-yl]-1H-indazole ClC=1C=C2C=NN(C2=CC1N1CC2CCC(C1)N2C2=CN=CS2)C=2C=NN(C2)C2CC2